4-(5-Cyano-2-methoxyphenyl)-N-(5-(N-isobutylsulfamoyl)-5,6-dihydro-4H-pyrrolo[3,4-d]thiazol-2-yl)-6-methylnicotinamide C(#N)C=1C=CC(=C(C1)C1=CC(=NC=C1C(=O)NC=1SC2=C(N1)CN(C2)S(NCC(C)C)(=O)=O)C)OC